N1=CC=CC2=CC=CC(=C12)C1=C(SC=C1)C(=O)N (quinolin-8-yl)thiophene-2-carboxamide